(6-dimethylamino-1-methylquinazoline-2,4[1H,3H]-dione-3-yl)-L-phenylalanine methyl ester COC([C@@H](NN1C(N(C2=CC=C(C=C2C1=O)N(C)C)C)=O)CC1=CC=CC=C1)=O